Azetidin-1-yl-6-hexadecylpyrimidin-5-ol N1(CCC1)C1=NC(=C(C=N1)O)CCCCCCCCCCCCCCCC